2-((1-oxo-2,7-naphthyridin-2(1H)-yl)methyl)imidazo[1,2-a]pyridine-6-carbonitrile O=C1N(C=CC2=CC=NC=C12)CC=1N=C2N(C=C(C=C2)C#N)C1